F[Sb-](F)(F)(F)(F)F.C12C(CC(C=C1)C2)CCCC[N+]2(CCCCC2)C 1-(4-(bicyclo[2.2.1]hept-5-en-2-yl)butyl)-1-methylpiperidin-1-ium hexafluoroantimonate